(4-(6-methyl-7-(1-(tetrahydro-2H-pyran-4-yl)-1H-pyrazol-4-yl)imidazo[1,2-b]pyridazin-3-yl)-2,3-dihydro-1H-pyrrolo[2,3-b]pyridin-1-yl)(pyridin-4-yl)methanone CC=1C(=CC=2N(N1)C(=CN2)C2=C1C(=NC=C2)N(CC1)C(=O)C1=CC=NC=C1)C=1C=NN(C1)C1CCOCC1